C(C)[C@H]1[C@H](CNC1)C1=CN=C2N1C1=C(N=C2)NC=C1 8-[(3R,4S)-4-ethyl-3-pyrrolidinyl]-3H-imidazo[1,2-a]pyrrolo[2,3-e]pyrazine